Methyl (Z,Z)-9,12-octadecadienoate C(CCCCCCC\C=C/C\C=C/CCCCC)(=O)OC